C[SiH](OCCC(C)(C)C)C dimethyl-3,3-dimethyl-butoxysilane